ClC1=CC=C(C(=N1)N1N=C(C=C1C)C#N)[C@@H]1OC[C@@H](C1)F 1-[6-chloro-3-[(2R,4R)-4-fluorotetrahydrofuran-2-yl]-2-pyridyl]-5-methyl-pyrazole-3-carbonitrile